3-(7-(3-fluoro-4-(trifluoromethyl)phenoxy)-1,2,3,4-tetrahydro-isoquinoline-2-carbonyl)-azetidine-1-carboxamide FC=1C=C(OC2=CC=C3CCN(CC3=C2)C(=O)C2CN(C2)C(=O)N)C=CC1C(F)(F)F